C(C1=CC=CC=C1)OC([C@H](CC(=O)O)NC(=O)OCC1=CC=CC=C1)=O (S)-4-(benzyloxy)-3-(((benzyloxy)carbonyl)amino)-4-oxobutanoic acid